Epiiodohydrin C(I)C1CO1